(S)-3-(4-(((S)-7-methoxy-2,3-dihydrobenzo[b][1,4]dioxin-2-yl)methoxy)phenyl)-4-hexynoic acid COC=1C=CC2=C(O[C@H](CO2)COC2=CC=C(C=C2)[C@H](CC(=O)O)C#CC)C1